2-(4-bromophenyl)-3,5,6-triphenylpyrazine BrC1=CC=C(C=C1)C1=NC(=C(N=C1C1=CC=CC=C1)C1=CC=CC=C1)C1=CC=CC=C1